(4-methylpiperazin-1-yl)(4-(3-(piperidine-1-carbonyl)pyrazolo[1,5-a]pyridin-7-yl)phenyl)methanone CN1CCN(CC1)C(=O)C1=CC=C(C=C1)C1=CC=CC=2N1N=CC2C(=O)N2CCCCC2